3'-bromo-2'-chloro-3-fluoro-5-methoxy-[1,1'-biphenyl]-4-formaldehyde BrC=1C(=C(C=CC1)C1=CC(=C(C(=C1)OC)C=O)F)Cl